(E)-N'-((3S)-11-cyano-2,3,5,6-tetrahydro-3,7-methanobenzo[e][1,4,7]dioxazonin-10-yl)-N,N-dimethylformimidamide C(#N)C1=C(C=CC2=C1OC[C@H]1OCCN2C1)/N=C/N(C)C